2-(methacryloyloxy)ethyldimethylamine hydrochloride Cl.C(C(=C)C)(=O)OCCN(C)C